9-bromo-2-(1-naphthyl)anthracene BrC=1C2=CC=CC=C2C=C2C=CC(=CC12)C1=CC=CC2=CC=CC=C12